C(C)(C)(C)[C@@H](C(=O)O)COCC(C1=C(C=CC=C1)C)NC(=O)OC(C)(C)C.C(C)N(C(=O)SC[C@H](NC(CC[C@H](N)C(=O)O)=O)C(=O)NCC(=O)O)CC S-(N,N-diethylcarbamoyl)glutathione tert-butyl-(R)-3-(2-((tert-butoxycarbonyl)amino)-2-(o-tolyl)ethoxy)propanoate